O1CCC(=CC1)C=1C2=C(C(=NC1)OC)N=C(S2)NC(C2=CC=C(C=C2)N2N=NC=C2)=O N-[7-(3,6-Dihydro-2H-pyran-4-yl)-4-methoxy-[1,3]thiazolo[4,5-c]pyridin-2-yl]-4-(1H-1,2,3-triazol-1-yl)benzamid